O=C1NC(CCC1C1=C(C=C(C=C1)N1CCC(CC1)C=O)F)=O 1-(4-(2,6-dioxopiperidin-3-yl)-3-fluorophenyl)piperidine-4-carbaldehyde